5-(4-((2,4-dioxo-1,2,3,4-tetrahydrothieno[3,2-d]pyrimidin-6-yl)methyl)piperazin-1-yl)-N-methylpicolinamide O=C1NC(C2=C(N1)C=C(S2)CN2CCN(CC2)C=2C=CC(=NC2)C(=O)NC)=O